FC1=C(CN2CCOCC2)C(=CC(=C1)C1=CC2=C(CC3=C2NN=C3C3=CC=C2C=NN(C2=C3)C)S1)F 4-(2,6-difluoro-4-(3-(1-methyl-1H-indazol-6-yl)-1,4-dihydrothieno[2',3':4,5]cyclopenta[1,2-c]pyrazol-6-yl)benzyl)morpholine